3-(3-Methyl-2-oxo-4-(1'-(piperidin-4-ylmethyl)-[4,4'-bipiperidin]-1-yl)-2,3-Dihydro-1H-benzo[d]imidazol-1-yl)piperidine-2,6-dione (85e)-trifluoroacetate salt FC(C(=O)O)(F)F.CN1C(N(C2=C1C(=CC=C2)N2CCC(CC2)C2CCN(CC2)CC2CCNCC2)C2C(NC(CC2)=O)=O)=O